3-fluoro-4-iodo-2-methoxypyridine FC=1C(=NC=CC1I)OC